OC[C@@H]1C([C@@H]2CN(CCCCN12)C(=O)NC1=CC=C(C=C1)OC)C1=CC=CC=C1 (8R,10S)-10-(hydroxymethyl)-N-(4-methoxyphenyl)-9-phenyl-1,6-diazabicyclo[6.2.0]decane-6-carboxamide